1-(4-(ethyl-1-d)phenyl)-3-(1H-indol-3-yl-4,5,6,7-d4)Urea C(C)([2H])C1=CC=C(C=C1)NC(=O)NC1=CNC2=C(C(=C(C(=C12)[2H])[2H])[2H])[2H]